8-Hydroxyoctadecanoic acid OC(CCCCCCC(=O)O)CCCCCCCCCC